tert-butyl (4S)-5-amino-4-[4,6-difluoro-5-[2-[(4-methoxyphenyl) methyl-methyl-amino]-5,7-dihydropyrrolo[3,4-b]pyridine-6-carbonyl]-1-oxo-isoindolin-2-yl]-5-oxo-pentanoate NC([C@H](CCC(=O)OC(C)(C)C)N1C(C2=CC(=C(C(=C2C1)F)C(=O)N1CC2=NC(=CC=C2C1)N(C)CC1=CC=C(C=C1)OC)F)=O)=O